3-(((4-Methoxyphenyl)thio)methyl)benzofuran COC1=CC=C(C=C1)SCC1=COC2=C1C=CC=C2